CN(C(C=C)=O)C1=C(C=C(C=C1)Br)C#N N-methyl-N-(2-cyano-4-bromophenyl)acrylamide